Trans-2-((6-(4-chlorophenyl)-2-(pyridin-3-yl)pyrimidin-4-yl)amino)cyclohexan-1-ol ClC1=CC=C(C=C1)C1=CC(=NC(=N1)C=1C=NC=CC1)N[C@H]1[C@@H](CCCC1)O